O[C@@H]1[C@H](C2(CN(C2)C(=O)OC(C)(C)C)C1)C |r| rac-tert-Butyl (SR,6S)-6-hydroxy-5-methyl-2-azaspiro[3.3]heptane-2-carboxylate